CC(=C)C(=C)CCCC 2-methyl-3-butyl-1,3-butadiene